5,5'-carbonylbis(3-[(1,3-dioxo-indane-2-carbonyl)-amino]-propionic acid) C(=O)(C=1C=C2C(C(C(C2=CC1)=O)C(=O)NCCC(=O)O)=O)C=1C=C2C(C(C(C2=CC1)=O)C(=O)NCCC(=O)O)=O